12-hydroxy-tetracosa-14,17-dienoic acid OC(CCCCCCCCCCC(=O)O)CC=CCC=CCCCCCC